Cl.OCC=1N=CNC1 4-(hydroxymethyl)imidazole hydrochloride